1-[4-(3-{5-[(R)-(4-cyclobutyl-phenyl)-(1,3-dimethyl-azetidin-3-yl)-hydroxy-methyl]-pyridin-3-yl}-[1,2,4]Oxadiazol-5-yl)-piperidin-1-yl]-ethanone C1(CCC1)C1=CC=C(C=C1)[C@@](C=1C=C(C=NC1)C1=NOC(=N1)C1CCN(CC1)C(C)=O)(O)C1(CN(C1)C)C